NC1=CC=C(C=C1)CCC(C(=O)N)=C 2-(4-aminophenyl)ethylacrylamide